N([C@@](CC(C)C)(C(=O)O)[2H])([2H])[2H] leucine-d3